FC1=C(C=CC(=C1)OC1=C2C(=NC=C1)N(C=C2)COCC[Si](C)(C)C)NC(OC(C)(C)C)=O Tert-Butyl (2-fluoro-4-((1-((2-(trimethylsilyl)ethoxy)methyl)-1H-pyrrolo[2,3-B]pyridin-4-yl)oxy)phenyl)carbamate